propylene glycol mono-normal-propyl ether C(CC)OCC(C)O